3-(methyl-sulfonyl)aniline CS(=O)(=O)C=1C=C(N)C=CC1